NC=1C(=C(OC=2C(=C3C(N(C=NC3=CC2)C)=O)Cl)C(=CC1)F)Cl 6-(3-Amino-2-chloro-6-fluorophenoxy)-5-chloro-3-methyl-3,4-dihydroquinazolin-4-one